ClC=1C(=C(C=CC1)[C@@H]1N(OCC1)C1=CC(=NC=N1)NC=1C(=CC(=C(C1)NC(C=C)=O)N1CCC(CC1)N1C[C@H](N(CC1)C1CC1)C)OC)F N-(5-((6-((R)-3-(3-chloro-2-fluorophenyl)isoxazolidine-2-yl)pyrimidine-4-yl)amino)-2-(4-((R)-4-cyclopropyl-3-methylpiperazine-1-yl)piperidine-1-yl)-4-methoxyphenyl)acrylamide